OCCC1=C(C(=C(C=C1)S(=O)(=O)O)N)[N+](=O)[O-] hydroxyethyl-amino-3-nitrobenzenesulfonic acid